NC1=C(C=CC(=C1)OC(F)(F)F)C(=O)N1CCC(CC1)(C1=C2C(=NC=C1F)NC(=N2)C2CCOCC2)F [2-amino-4-(trifluoromethoxy)phenyl]-[4-fluoro-4-(6-fluoro-2-tetrahydropyran-4-yl-3H-imidazo[4,5-b]pyridin-7-yl)-1-piperidyl]methanone